NC1=NC=NN2C1=C(C=C2[C@@H]2CC[C@H](CC2)N2CCN(CC2)C)C2=CC=C(C=C2)NC(=O)NC2=COC(=C2)C(C)(C)C 1-(4-(4-amino-7-((trans)-4-(4-methylpiperazin-1-yl)cyclohexyl)pyrrolo[2,1-f][1,2,4]triazin-5-yl)phenyl)-3-(5-(tert-butyl)furan-3-yl)urea